FC=1C=CC2=C(CCO2)C1CNC1=C(C=C(C=2N1C=NC2S(=O)(=O)C)C=2C(=NC=CC2)C)C#N 5-(((5-fluoro-2,3-dihydrobenzofuran-4-yl)methyl)amino)-8-(2-methylpyridin-3-yl)-1-(methylsulfonyl)imidazo[1,5-a]pyridine-6-carbonitrile